Ethyl 4-{[(1R,2S)-2-hydroxy-2,3-dihydro-1H-inden-1-yl]amino}-2-{[3-methyl-4-(methylsulfonyl)phenyl]amino}pyrimidine-5-carboxylate O[C@@H]1[C@@H](C2=CC=CC=C2C1)NC1=NC(=NC=C1C(=O)OCC)NC1=CC(=C(C=C1)S(=O)(=O)C)C